FC1=CC=C(C=C1)NC1C(=CC=CC1)O 2-(4-fluorophenyl)amino-3H-phenol